4-iodo-2,6-dimethoxypyridine IC1=CC(=NC(=C1)OC)OC